Cl.N1=CN=CC2=C1C=CNC2=O pyrido[4,3-d]pyrimidin-5(6H)-one monohydrochloride